3-(1-((2-(3,5-dichlorophenyl)-6-((2-(4-methylpiperazin-1-yl)pyrimidin-5-yl)oxy)pyridin-4-yl)methyl)piperidin-4-yl)propanoic acid ClC=1C=C(C=C(C1)Cl)C1=NC(=CC(=C1)CN1CCC(CC1)CCC(=O)O)OC=1C=NC(=NC1)N1CCN(CC1)C